BrC1=NC(=CC(=C1)C#N)OCC1=C(C=C(C=C1)C#N)F 2-bromo-6-[(4-cyano-2-fluoro-phenyl)methoxy]pyridine-4-carbonitrile